NCC(C[Si](OCCCCCCCCCCCCCCCCCC)(OCCCCCCCCCCCCCCCCCC)OCCCCCCCCCCCCCCCCCC)C 3-amino-2-methylpropyl-(trioctadecyloxysilane)